S1C2=C(C=C1)C=CC(=C2)C=2C=C1CCN(CC1=CC2)C(=O)NC2=CNC1=CC(=C(C=C21)F)F 6-(benzo[b]thiophen-6-yl)-N-(5,6-difluoro-1H-indol-3-yl)-3,4-dihydroisoquinoline-2(1H)-Formamide